C(C)(C)(C)OC(=O)NC(OC(C)(C)C)=O Tert-butyl N-t-butoxycarbonyl-carbamate